3-(2,3-difluorophenoxy)-1-ethylazetidine FC1=C(OC2CN(C2)CC)C=CC=C1F